N,N-bis(tert-butoxycarbonyl)-4-aminophenyl disulfide C(C)(C)(C)OC(=O)N(C1=CC=C(C=C1)SSC1=CC=C(C=C1)N(C(=O)OC(C)(C)C)C(=O)OC(C)(C)C)C(=O)OC(C)(C)C